1,2-DIFLUORoETHYLEN FC=CF